distearoyl-imidazolebisamide C(CCCCCCCCCCCCCCCCC)(=O)NC(=O)C=1NC(=C(N1)C(=O)N)C(CCCCCCCCCCCCCCCCC)=O